CN(C)CC(=O)C1=CC=CC=C1 N,N-dimethylamino-acetophenone